2-hydrazineyl-4-methyl-5-(methylsulfonyl)pyridine N(N)C1=NC=C(C(=C1)C)S(=O)(=O)C